17-amino-6,15-bis(trifluoromethyl)-19-oxa-3,4,13,18-tetraazatricyclo[12.3.1.12,5]nonadeca-1(18),2,4,14,16-penta-en-6-ol NC1=CC(=C2NCCCCCCC(C3=NN=C(C1=N2)O3)(O)C(F)(F)F)C(F)(F)F